3-(3-((5-Chloro-2-((3-methyl-1-(1-methylpyrrolidin-3-yl)-1H-pyrazol-4-yl)amino)pyrimidin-4-yl)amino)propyl)-1,3-oxazepan-2-on ClC=1C(=NC(=NC1)NC=1C(=NN(C1)C1CN(CC1)C)C)NCCCN1C(OCCCC1)=O